2-Chloro-5-cyanonicotinoic acid methyl ester COC(C1=C(N=CC(=C1)C#N)Cl)=O